(3aS,6S,6aS)-6-(7-fluoro-3,4-dihydro-2H-benzo[b][1,4]oxazine-4-carbonyl)-2,2-dimethyltetrahydro-4H-[1,3]dioxolo[4,5-c]pyrrol-4-one FC=1C=CC2=C(OCCN2C(=O)[C@H]2NC([C@@H]3[C@H]2OC(O3)(C)C)=O)C1